N-(2-aminoethyl)-1-(5-nitro-2-pyridyl)piperidine-4-carboxamide NCCNC(=O)C1CCN(CC1)C1=NC=C(C=C1)[N+](=O)[O-]